2-((4-(4-(1-methyl-1H-indole-3-carbonyl)-9H-carbazol-9-yl)piperidin-1-yl)methyl)benzamide CN1C=C(C2=CC=CC=C12)C(=O)C1=CC=CC=2N(C3=CC=CC=C3C12)C1CCN(CC1)CC1=C(C(=O)N)C=CC=C1